NC1CCN(CC1)C=1C=C(C=2N(N1)C(=CN2)C(F)(F)F)NCC2=NC1=C(N2)C=C(C(=C1)Cl)Cl 6-(4-Aminopiperidin-1-yl)-N-((5,6-dichloro-1H-benzo[d]imidazol-2-yl)methyl)-3-(trifluoromethyl)imidazo[1,2-b]pyridazin-8-amine